ethyl (3R)-3-(1,4-dimethyl-1H-benzotriazol-5-yl)-3-(7-{[(2R)-2-ethyl-7-hydroxy-2,3-dihydropyrido[2,3-f][1,4]oxazepin-4(5H)-yl]methyl}-1-benzothiophen-5-yl)propanoate CN1N=NC2=C1C=CC(=C2C)[C@H](CC(=O)OCC)C=2C=C(C1=C(C=CS1)C2)CN2C[C@H](OC1=C(C2)N=C(C=C1)O)CC